5-chloro-2-fluoro-3-((4-(1-fluoroethyl)-1-((6-(hydroxymethyl)-2-methoxypyridin-3-yl)methyl)-6-oxo-1,6-dihydropyrimidin-5-yl)oxy)benzonitrile ClC=1C=C(C(=C(C#N)C1)F)OC1=C(N=CN(C1=O)CC=1C(=NC(=CC1)CO)OC)C(C)F